NC1=CC=C(CCN2[C@@H](O[C@H](C2=O)C)C=2C(=NN(C2)C2=CC=C(C=C2)Br)C2=NC=C(C=C2)F)C=C1 (2S,5S)-3-(4-aminophenethyl)-2-(1-(4-bromophenyl)-3-(5-fluoropyridine-2-yl)-1H-pyrazol-4-yl)-5-methyloxazolidin-4-one